(4-bromopyridin-2-yl)-4-phenylbutanamide BrC1=CC(=NC=C1)C(C(=O)N)CCC1=CC=CC=C1